C(C1CCCO1)C=1C(=NN(C1C)C(=O)N)OC1=C(C=C(C=C1Cl)C(F)(F)F)Cl tetrahydrofurfuryl-3-(2,6-dichloro-4-trifluoromethylphenoxy)-5-methyl-1H-pyrazole-1-carboxamide